[1-(1-amino-1-phenylmethyl)-2-oxopropyl]phosphonic acid bis(2,4-diethoxyphenyl) ester C(C)OC1=C(C=CC(=C1)OCC)OP(OC1=C(C=C(C=C1)OCC)OCC)(=O)C(C(C)=O)C(C1=CC=CC=C1)N